FC(S(=O)(=O)N(CCCCCCN(S(=O)(=O)C(F)(F)F)S(=O)(=O)C(F)(F)F)S(=O)(=O)C(F)(F)F)(F)F N,N,N',N'-Tetra(trifluoromethanesulfonyl)-hexane-1,6-diamine